NC1=C(C(=NN1C(C)C)C1=CC=C(C=C1)C(C(=O)NC1=CC(=NO1)C12CC(C1)(C2)C(F)(F)F)C)C#N 2-[4-(5-Amino-4-cyano-1-isopropylpyrazol-3-yl)phenyl]-N-[3-[3-(trifluoromethyl)bicyclo[1.1.1]pentan-1-yl]-1,2-oxazol-5-yl]propanamide